COC(C=C)=O.C(C=C)#N acrylonitrile Methyl-acrylate